NC1=C(C(=NC=N1)C=1C(=C(C=C(C1)F)NC(=O)C=1C(=C2CC(CC2=CC1)(C)C)F)C)OCCN(C(C=C)=O)C N-(3-(6-amino-5-(2-(N-methylacrylamido)ethoxy)pyrimidin-4-yl)-5-fluoro-2-methylphenyl)-4-fluoro-2,2-dimethyl-2,3-dihydro-1H-indene-5-carboxamide